C1(=CC=C(C=C1)CC1C(C2(CCC1C2(C)C)CS(=O)(=O)O)=O)CC2C(C1(CCC2C1(C)C)CS(=O)(=O)O)=O para-xylylenedi-camphorsulfonic acid